(15R)-5-[2-[[(2R,6R)-2,6-dimethylmorpholin-4-yl]methyl]-6-vinyl-4-pyridyl]-15-methyl-11-thia-6,14,17-triazatetracyclo[8.8.0.0^2,7.0^12,18]octadeca-1(10),2(7),3,5,8,12(18)-hexaen-13-one C[C@@H]1CN(C[C@H](O1)C)CC1=NC(=CC(=C1)C=1C=CC=2C=3C=4NC[C@H](NC(C4SC3C=CC2N1)=O)C)C=C